C(C1=CC=CC=C1)N1CCCCC1 N-benzyl-piperidin